C(#N)C1(CC1)C1=NC=CC(=C1)C1=C(N=C(S1)NC(=O)N1[C@@H](C[C@H](C1)NS(=O)(=O)C1CC1)C(=O)N)C (2S,4R)-N1-(5-(2-(1-cyanocyclopropyl)pyridin-4-yl)-4-methylthiazol-2-yl)-4-(cyclopropanesulphonylamino)pyrrolidine-1,2-dicarboxamide